The molecule is a 1-(1Z-alk-1-enyl)-sn-glycero-3-phosphoserine(1-) that is the conjugate base of 1-(1Z-octadecenyl)-2-arachidonoyl-sn-glycero-3-phosphoserine, obtained by deprotonation of the phosphate and carboxy groups and protonation of the amino group; major species at pH 7.3. It is a conjugate base of a 1-(1Z-octadecenyl)-2-arachidonoyl-sn-glycero-3-phosphoserine. CCCCCCCCCCCCCCCC/C=C\\OC[C@H](COP(=O)([O-])OC[C@@H](C(=O)[O-])[NH3+])OC(=O)CCC/C=C\\C/C=C\\C/C=C\\C/C=C\\CCCCC